2-[4-(4-chlorophenoxy)-2-trifluoromethylphenyl]-2-methyl-oxirane ClC1=CC=C(OC2=CC(=C(C=C2)C2(OC2)C)C(F)(F)F)C=C1